[1,3-bis-(2,4,6-trimethylphenyl)-2-imidazolidinylidene]dichloro(phenyl-methylene)(tricyclohexylphosphine) ruthenium [Ru].CC1=C(C(=CC(=C1)C)C)N1C(N(CC1)C1=C(C=C(C=C1C)C)C)=C1C(C(C(CC1)(P(C1CCCCC1)C1CCCCC1)Cl)=CC1=CC=CC=C1)Cl